C(C)(C)C1=C2C=C(N=CC2=C(C=C1)N1[C@@H]([C@H](C1)CS(=O)(=O)C)C)NC1=NC(=NC=C1)[C@H]1CO[C@@H](C1)C(F)(F)F 5-isopropyl-8-((2R,3S)-2-methyl-3-((methylsulfonyl)methyl)azetidin-1-yl)-N-(2-((3S,5S)-5-(trifluoromethyl)tetrahydrofuran-3-yl)pyrimidin-4-yl)isoquinolin-3-amine